(1-[3-(2-fluorophenyl)-1,2-oxazol-5-yl]ethyl)-5-(2-methoxypyrimidin-5-yl)-7H-pyrrolo[2,3-d]pyrimidine-6-carbonitrile FC1=C(C=CC=C1)C1=NOC(=C1)C(C)C=1N=CC2=C(N1)NC(=C2C=2C=NC(=NC2)OC)C#N